C(=CCCO)O 1,4-butene-diol